phosphorous acid Phosphite P(O)(O)O.P(O)(O)O